α-ethyl-p-methylcinnamaldehyde C(C)C(C=O)=CC1=CC=C(C=C1)C